FCC(C(=O)N[C@H](CC1=CC=C(C=C1)F)C(=O)O)(C)C (R)-3,4-difluoro-pivaloyl-phenylalanine